FC1([C@@H]([C@@H](N(C1)C(=O)C1OCC1)CC=1C(=C(C=CC1)C1=CC=CC=C1)F)NS(=O)(=O)CC)F N-[(2S,3R)-4,4-difluoro-2-[(2-fluoro[1,1'-biphenyl]-3-yl)methyl]-1-(oxetane-2-carbonyl)pyrrolidin-3-yl]ethanesulfonamide